(8-ethynyl-3-hydroxynaphthalen-1-yl)methanone C(#C)C=1C=CC=C2C=C(C=C(C12)C=O)O